5H,6H-1lambda5-cyclopenta[b]pyridine-1,7-dione N1(=C2C(=CC=C1)CCC2=O)=O